N-(4-methylphenyl)pivaloamide CC1=CC=C(C=C1)NC(C(C)(C)C)=O